N-(4-(N,N-bis(4-methoxybenzyl)sulfamoyl)-1-(2-fluoro-4-methoxybenzyl)-1H-indazol-6-yl)-2-(2-chlorophenyl)acetamide COC1=CC=C(CN(S(=O)(=O)C2=C3C=NN(C3=CC(=C2)NC(CC2=C(C=CC=C2)Cl)=O)CC2=C(C=C(C=C2)OC)F)CC2=CC=C(C=C2)OC)C=C1